3-(5-(1-(2-(benzyl(methyl)amino)ethyl)piperidin-4-yl)-4,6-difluoro-1-oxoisoindolin-2-yl)piperidine-2,6-dione C(C1=CC=CC=C1)N(CCN1CCC(CC1)C=1C(=C2CN(C(C2=CC1F)=O)C1C(NC(CC1)=O)=O)F)C